C(#N)C1=CC=C(C=C1)C1=CC=C(C=C1)S(=O)(=O)[C@@H]1CC[C@H](CC1)NC(OC(C)(C)C)=O tert-butyl N-[trans-4-({4'-cyano-[1,1'-biphenyl]-4-yl}sulfonyl)cyclohexyl]carbamate